(S)-N-((3-chloro-5-cyanopyridin-2-yl)methyl)-4-(5-(5-fluoro-2-methoxypyridin-4-yl)-1H-pyrazole-3-carbonyl)-4-azaspiro[2.5]octane-7-carboxamide ClC=1C(=NC=C(C1)C#N)CNC(=O)[C@H]1CCN(C2(CC2)C1)C(=O)C1=NNC(=C1)C1=CC(=NC=C1F)OC